C[Si](O[Si](CCCN)(O[Si](C)(C)C)O[Si](C)(C)C)(C)C 3-[tris(trimethylsiloxy)silyl]Propylamine